Ethyl 5-chloro-3-(1-((1-(2-((4-methylphenyl) sulfonamido) ethyl) piperidin-4-yl) methyl)-1H-1,2,3-triazol-4-yl)-1H-indole-2-carboxylate ClC=1C=C2C(=C(NC2=CC1)C(=O)OCC)C=1N=NN(C1)CC1CCN(CC1)CCNS(=O)(=O)C1=CC=C(C=C1)C